ClC1=C(C(=CC=C1Cl)O)[C@@H]1C[C@H]2N(C(CN(C2=O)CCO)=O)CC1 (8S,9aR)-8-(2,3-dichloro-6-hydroxyphenyl)-2-(2-hydroxyethyl)-hexahydropyrido[1,2-a]pyrazine-1,4-dione